methyl 4-amino-1-(6-amino-4-methylpyridin-3-yl)-2-oxo-7-(trifluoromethyl)-1,2-dihydro-1,8-naphthyridine-3-carboxylate NC1=C(C(N(C2=NC(=CC=C12)C(F)(F)F)C=1C=NC(=CC1C)N)=O)C(=O)OC